2,3-dimethyl-4-acetyl-N-(2-chlorophenyl)isothiazole-5(2H)-imine CN1SC(C(=C1C)C(C)=O)=NC1=C(C=CC=C1)Cl